[Si](C1=CC=CC=C1)(C1=CC=CC=C1)(C(C)(C)C)OC1C=CC(N1CC1=CC=C(C=C1)OC)=O 5-((Tert-Butyldiphenylsilyl)oxy)-1-(4-methoxybenzyl)-1,5-dihydro-2H-pyrrol-2-one